ClC1=CC=C(C=C1)C1=C(CC(CC1)(F)F)CN1CCN(CC1)C(=O)C=1C=C2CN(C(C2=CC1)=O)C1C(NC(CC1)=O)=O 3-(5-(4-((4'-chloro-4,4-difluoro-3,4,5,6-tetrahydro-[1,1'-biphenyl]-2-yl)methyl)piperazine-1-carbonyl)-1-oxoisoindolin-2-yl)piperidine-2,6-dione